formyloxy isobutyrate C(C(C)C)(=O)OOC=O